bis[4-(3-mercaptopropyloxy)phenyl]methane SCCCOC1=CC=C(C=C1)CC1=CC=C(C=C1)OCCCS